N1(CCC(CC1)CN1C[C@H]2N(C=3C(=NN=C(C3)C3=C(C=CC=C3)O)NC2)CC1)C1CCNCC1 (S)-2-(8-([1,4'-bipiperidin]-4-ylmethyl)-6,6a,7,8,9,10-hexahydro-5H-pyrazino[1',2':4,5]pyrazino[2,3-c]pyridazin-2-yl)phenol